FC(C(=O)O)(F)F.COC1(CN(C1)CC1=CC=C(/C=C/C2=NNC3=CC(=CC=C23)C=C2C(NCC2C2=CC=CC=C2)=O)C=C1)C 3-((3-((E)-4-((3-methoxy-3-methylazetidin-1-yl)methyl)styryl)-1H-indazol-6-yl)methylene)-4-phenylpyrrolidin-2-one trifluoroacetate